N-(2-cyano-3-((2,3-dihydroimidazo[1,2-c]quinazolin-9-yl)oxy)phenyl)-N-methylpropane-1-sulfonamide C(#N)C1=C(C=CC=C1OC1=CC=2C=3N(C=NC2C=C1)CCN3)N(S(=O)(=O)CCC)C